2-methyloctadecyllithium CC(C[Li])CCCCCCCCCCCCCCCC